C(C)N(CC=1C=NC(=CC1)C=C)CC N-ethyl-N-[(6-vinyl-3-pyridinyl)methyl]ethylamine